N-(6-benzyl-6-azaspiro[2.5]oct-1-yl)benzamide C(C1=CC=CC=C1)N1CCC2(CC2NC(C2=CC=CC=C2)=O)CC1